NC1=C(C=2C(=NC(=C(C2)C)OC2CCNCC2)N1C1=C(C(=C(C=C1C)F)O)C)C(=O)N 2-amino-1-(4-fluoro-3-hydroxy-2,6-dimethylphenyl)-5-methyl-6-(piperidin-4-yloxy)-1H-pyrrolo[2,3-b]pyridine-3-carboxamide